6-oxo-1-phenyl-pyridazine-3-carboxamide O=C1C=CC(=NN1C1=CC=CC=C1)C(=O)N